pyrazolocyclononan-9-yl 4-nitrobenzenesulfonate [N+](=O)([O-])C1=CC=C(C=C1)S(=O)(=O)OC1CCCCCC2=C(C1)NN=C2